FC(CC1=CC=CC2=CC=CC=C12)(S(=O)(=O)O)F 1,1-difluoro-2-(1-naphthyl)ethanesulfonic acid